1-((2S,3S)-3-(4-(benzo[d]thiazol-5-ylamino)thieno[2,3-b]pyridin-2-yl)-2-methylpiperidin-1-yl)ethan-1-one S1C=NC2=C1C=CC(=C2)NC2=C1C(=NC=C2)SC(=C1)[C@@H]1[C@@H](N(CCC1)C(C)=O)C